BrC=1N=C2N(COC3=C2C=CC=N3)C1C1=CC=CC=C1 2-Bromo-3-phenyl-5H-imidazo[1,2-c]pyrido[3,2-e][1,3]oxazine